COC1=NN(C(=C1)S(=O)(=O)N1CCC2(CCC(C2)N2CCOCC2)CC1)C 4-(8-((3-methoxy-1-methyl-1H-pyrazol-5-yl)sulfonyl)-8-azaspiro[4.5]decan-2-yl)morpholine